C(C)(C)(C)OC(=O)N1CCC(CC1)NC(=O)[C@H]1N2C(N([C@H](CC1)C2)OS(=O)(=O)[O-])=O.C(CCC)[N+](CCCC)(CCCC)CCCC Tetra-butylammonium (1R,2S,5R)-2-((1-(tert-butoxycarbonyl)piperidin-4-yl)carbamoyl)-7-oxo-1,6-diazabicyclo[3.2.1]octan-6-yl-Sulfate